(5R)-3-(4-Bromo-3-fluoro-phenyl)-5-(triazol-1-ylmethyl)-4,5-dihydroisoxazole BrC1=C(C=C(C=C1)C1=NO[C@H](C1)CN1N=NC=C1)F